1-(5-bromo-2-methyl-2H-1,2,3-triazol-4-yl)-N-methylmethanamine BrC=1C(=NN(N1)C)CNC